5-(2'-Methoxy-4'-methyl-3,4,5,6-tetrahydro-2H-[1,3']bipyridinyl-4-yl)-7-(2-trifluoromethyl-benzyl)-2,4,5,7-tetrahydro-pyrazolo[3,4-d]pyrimidin-6-on COC1=NC=CC(=C1N1CCC(CC1)N1C(N(C=2C(C1)=CNN2)CC2=C(C=CC=C2)C(F)(F)F)=O)C